2-phenyl-4,5-dihydroimidazole C1(=CC=CC=C1)C=1NCCN1